6-(difluoromethyl)-N-methyl-5-(piperazin-1-yl)pyridine-2-carboxamide HCl salt Cl.FC(C1=C(C=CC(=N1)C(=O)NC)N1CCNCC1)F